[(2R,3S,4R,5R)-5-[2-chloro-4-(cyclopentyl-amino)pyrrolo[2,3-d]-pyrimidin-7-yl]-3,4-dihydroxy-tetrahydro-furan-2-yl]methoxy-methyl-(2,2-dimethyl-propanoyloxymethoxy)-phosphinic acid ClC=1N=C(C2=C(N1)N(C=C2)[C@H]2[C@@H]([C@@H]([C@H](O2)COCP(O)(=O)OCOC(C(C)(C)C)=O)O)O)NC2CCCC2